4-(7-Methyl-2-((6-methylbenzothiazol-5-yl)amino)-8-oxo-7,8-dihydro-9H-purin-9-yl)tetrahydro-2H-pyran-4-carbonitrile CN1C(N(C2=NC(=NC=C12)NC=1C(=CC2=C(N=CS2)C1)C)C1(CCOCC1)C#N)=O